ethylene bisphosphonate sodium [Na+].P(OCCOP([O-])=O)([O-])=O.[Na+]